ClC=1C=C(C(=NC1)N1CCC(CC1)(O)C)[N+](=O)[O-] 1-(5-chloro-3-nitropyridin-2-yl)-4-methylpiperidin-4-ol